N(=[N+]=[N-])[C@H]1[C@H](O[C@@H]([C@H]([C@@H]1OCC1=CC=CC=C1)OCC1=CC=CC=C1)COCC1=CC=CC=C1)O[C@@H]([C@H]([C@H](COC(CCC(=O)C)=O)OCC1=CC=CC=C1)OCC1=CC=CC=C1)COC1=CC=C(C=C1)OC 4-O-(2-azido-3,4,6-tri-O-benzyl-2-deoxy-α-D-glucopyranosyl)-2,3-di-O-benzyl-1-O-levulinoyl-5-O-(4-methoxyphenyl)-D-ribitol